4-(2,6-Dichlorobenzoylamino)-N-(piperidin-4-yl)-1H-pyrazole-3-carboxamide mesylate S(C)(=O)(=O)O.ClC1=C(C(=O)NC=2C(=NNC2)C(=O)NC2CCNCC2)C(=CC=C1)Cl